FC=1C=C(C=C(C1)[N+](=O)[O-])[C@@H]1[C@@H](CC1)C(=O)NC=1C=CC=C2C=CC=NC12 cis-2-(3-fluoro-5-nitrophenyl)-N-(quinolin-8-yl)cyclobutane-1-carboxamide